tert-butyl 2-(6-(2-((2,2-difluoroethyl) (isopropyl) carbamoyl)-4-fluorophenoxy)-1,2,4-triazin-5-yl)-2,7-diazaspiro[3.5]nonane-7-carboxylate FC(CN(C(=O)C1=C(OC2=C(N=CN=N2)N2CC3(C2)CCN(CC3)C(=O)OC(C)(C)C)C=CC(=C1)F)C(C)C)F